N-isopropyl-3-methyl-5,6,7,8-tetrahydro-4H-pyrazolo[1,5-a][1,4]diazepine-2-carboxamide C(C)(C)NC(=O)C1=NN2C(CNCCC2)=C1C